(3-(4-(3-amino-1H-indazol-5-yl)pyridine-2-yl)ureido)benzamide NC1=NNC2=CC=C(C=C12)C1=CC(=NC=C1)NC(NC1=C(C(=O)N)C=CC=C1)=O